2-fluoro-5-((6-fluoro-4-methyl-1H-indol-5-yl)thio)benzonitrile FC1=C(C#N)C=C(C=C1)SC=1C(=C2C=CNC2=CC1F)C